1-(2,2,2-trifluoroethyl)-3-(trifluoromethyl)-1H-pyridine FC(CN1CC(=CC=C1)C(F)(F)F)(F)F